Oxyethylene Methacrylate CC(=C)C(=O)OC(=C)O